methyl 3-(3-azido-2,2-dimethylpropoxy)-2-(3-iodophenyl)-2-methylpropanoate N(=[N+]=[N-])CC(COCC(C(=O)OC)(C)C1=CC(=CC=C1)I)(C)C